C(C)N1NC(C=2C1=NC(=CC2)NC2=NC=C(C(=C2)N[C@H](CO)C2=CC=CC=C2)C2=NC(=NO2)C=2C=NC=CC2)=O (S)-1-ethyl-6-((4-((2-hydroxy-1-phenylethyl)amino)-5-(3-(pyridin-3-yl)-1,2,4-oxadiazol-5-yl)pyridin-2-yl)amino)-1,2-dihydro-3H-pyrazolo[3,4-b]pyridin-3-one